di-(5-carboxyl furfuryl) ether C(=O)(O)C1=CC=C(COCC2=CC=C(O2)C(=O)O)O1